BrC1=CC(=CC=2N(C=NC21)C)C#N 4-bromo-1-methyl-1H-benzo[d]imidazole-6-carbonitrile